N[C@H]1C[C@H](N(C1)C1=C(C=CC(=C1)C=1C=NC=CC1C#N)C=1C(=NC(=NC1)C1=C(C=CC=C1F)F)C(=O)N)CO (2-((2S,4S)-4-amino-2-(hydroxymethyl)pyrrolidin-1-yl)-4-(4-cyanopyridin-3-yl)phenyl)-2-(2,6-difluorophenyl)pyrimidine-4-carboxamide